α-Cyanoethylacrylnitril C(#N)C(C)C(C#N)=C